O1CCC(CC1)C1=NC=C2C(NC=NN21)=O 7-(tetrahydro-pyran-4-yl)-3H-imidazo[5,1-f][1,2,4]triazin-4-one